(4-(2-chlorophenyl)thiazol-2-yl)-5-(2-methyl-2,7-diazaspiro[3.5]non-7-yl)picolinamide ClC1=C(C=CC=C1)C=1N=C(SC1)C=1C(=NC=C(C1)N1CCC2(CN(C2)C)CC1)C(=O)N